COC=1C=C(C(=O)O[C@@H](CCN2CCN(CCC2)CCCNC(=O)OC(C)(C)C)CCC=O)C=C(C1OC)OC (R)-1-(4-(3-((tert-butoxycarbonyl)amino) propyl)-1,4-diazepan-1-yl)-6-oxohexan-3-yl 3,4,5-trimethoxybenzoate